ethyl 4-bromo-5-chloro-1H-pyrrolo[2,3-c]pyridine-2-carboxylate BrC1=C2C(=CN=C1Cl)NC(=C2)C(=O)OCC